3-(5-(((1S,2S)-2-(3-(1-acetylpiperidin-2-yl)azetidin-1-yl)cyclohexyl)oxy)-1-oxo-isoindolin-2-yl)piperidine-2,6-dione C(C)(=O)N1C(CCCC1)C1CN(C1)[C@@H]1[C@H](CCCC1)OC=1C=C2CN(C(C2=CC1)=O)C1C(NC(CC1)=O)=O